tert-butyl 4-(2-(4-(3-hydroxypiperidin-1-yl)phenoxy)ethyl)piperazine-1-carboxylate OC1CN(CCC1)C1=CC=C(OCCN2CCN(CC2)C(=O)OC(C)(C)C)C=C1